1-(9,10-dioxo-9,10-dihydroanthracene-2-carbonyl)piperidine-4-sulfonamide O=C1C2=CC=CC=C2C(C=2C=CC(=CC12)C(=O)N1CCC(CC1)S(=O)(=O)N)=O